(Acetyloxy)-19-methoxypregnan C(C)(=O)OCC[C@H]1CC[C@H]2[C@@H]3CCC4CCCC[C@]4(COC)[C@H]3CC[C@]12C